Cl.COC([C@H](N)CC1=CC(=C(C(=C1)I)O)I)=O D-3,5-diiodo-tyrosine methyl ester hydrochloride